BrC1=CN=CN(C1=O)CC(=O)N[C@@H](C)C1=CC=C(C=C1)OC(F)(F)F (S)-2-(5-bromo-6-oxopyrimidin-1(6H)-yl)-N-(1-(4-(trifluoromethoxy)phenyl)ethyl)acetamide